C1(CC1)N1C=C(C(C2=CC(=C(C=C12)N1CCNCC1)F)=O)C(C=CC1=CC=C(C=C1)O)=O 1-cyclopropyl-6-fluoro-7-piperazin-1-yl-3-(4-hydroxy-cinnamoyl)-quinolin-4(1H)-one